NC=1C2=C(N=CN1)C(=CS2)C(=O)NC2=C1C=CN=C(C1=CC=C2C)C(O)C2=C(C=C(C=C2)Cl)F 4-amino-N-(1-((4-chloro-2-fluorophenyl)(hydroxy)methyl)-6-methylisoquinolin-5-yl)thieno[3,2-d]pyrimidine-7-carboxamide